CC1(C=2C=CC=C3CNCC[C@@H](C32)CC1)C (S)-7,7-dimethyl-1,2,3,4,4a,5,6,7-octahydronaphtho[1,8-cd]azepine